CN1N=NC(=C1NC(O[C@H](C)C=1C(=NC=C(C1)F)Cl)=O)C1=NC=C(C=C1)NC(C1=CN=C(C=C1)C(F)(F)F)=O (R)-1-(2-chloro-5-fluoropyridin-3-yl)ethyl (1-methyl-4-(5-(6-(trifluoromethyl)nicotinamido)pyridin-2-yl)-1H-1,2,3-triazol-5-yl)carbamate